C1(CC1)NC1CN(C1)C(=O)OC(C)(C)C tert-Butyl 3-(cyclopropylamino)azetidine-1-carboxylate